8-((6-chloropyridin-3-yl)methyl)-3-(tert-amyl)pyrido[2,3-d]pyrimidine-2,4(3H,8H)-dione ClC1=CC=C(C=N1)CN1C=CC=C2C1=NC(N(C2=O)C(C)(C)CC)=O